NCC=1C=C(C=CC1)C=1C(=CC2=C(C(=CO2)COC2=C(C=CC=C2)CC(=O)OCC)C1)OC ethyl 2-(2-((5-(3-(aminomethyl)phenyl)-6-methoxybenzofuran-3-yl)methoxy)phenyl)acetate